(E)-1-(4-((4-([1,2,4]triazolo[1,5-a]pyridin-7-yloxy)-2,5-difluorophenyl)amino)pyrido[3,2-d]pyrimidin-6-yl)-3-(2-(dimethylamino)ethylidene)pyrrolidin-2-one N=1C=NN2C1C=C(C=C2)OC2=CC(=C(C=C2F)NC=2C1=C(N=CN2)C=CC(=N1)N1C(/C(/CC1)=C/CN(C)C)=O)F